ClC1=C(C#N)C=CC(=C1)N1CC2(CC1)CCN(CC2)C(C2=CC=C(C=C2)N2CCN(CC2)CC2CN(C2)C=2C=C1C(N(C(C1=CC2)=O)C2C(NC(CC2)=O)=O)=O)=O 2-Chloro-4-(8-(4-(4-((1-(2-(2,6-dioxopiperidin-3-yl)-1,3-dioxoisoindolin-5-yl)azetidin-3-yl)methyl)piperazin-1-yl)benzoyl)-2,8-diazaspiro[4.5]decan-2-yl)benzonitrile